C(C)C1C(CC(CC1)=O)=O 1-Ethyl-cyclohexan-2,4-dion